N'-((6-ethyl-1-methyl-1H-indazol-7-yl)carbamoyl)-5-(2-hydroxypropan-2-yl)-thiazole-2-sulfonimidamide C(C)C1=CC=C2C=NN(C2=C1NC(=O)N=S(=O)(N)C=1SC(=CN1)C(C)(C)O)C